N-(2,6-dibromo-4-(perfluoropropan-2-yl)phenyl)-4-(3-(trifluoromethyl)-1H-pyrazol-1-yl)benzamide BrC1=C(C(=CC(=C1)C(C(F)(F)F)(C(F)(F)F)F)Br)NC(C1=CC=C(C=C1)N1N=C(C=C1)C(F)(F)F)=O